FC1(C=2N(CCN(C1)CC1=CC=C(C=C1)OC)N=C1C2CN([C@@H](C1)C)C(=O)OC(C)(C)C)F tert-Butyl (3R)-11,11-difluoro-9-[(4-methoxyphenyl)methyl]-3-methyl-1,3,4,7,8,9,10,11-octahydro-2H-pyrido[4',3':3,4]pyrazolo[1,5-d][1,4]diazepine-2-carboxylate